methane dicarbonate C(=O)(O)OC(=O)O.C